methyl 4-[1-(tert-butoxycarbonyl)-3,6-dihydro-2H-pyridin-4-yl]-2-methylindazole-7-carboxylate C(C)(C)(C)OC(=O)N1CCC(=CC1)C=1C2=CN(N=C2C(=CC1)C(=O)OC)C